C12(CCC1)C1=C(C(NC2)=O)C=CS1 spiro[6H-thieno[3,2-c]pyridin-7,1'-cyclobutan]-4-one